[N+](=O)([O-])[O-].[Fe+3].[N+](=O)([O-])[O-].[N+](=O)([O-])[O-] ferric Nitrat